CN1C=C(C=2C(N(C=C(C21)C)C)=O)C(=O)N2CC(CCC2)OC(F)(F)F 1,5,7-trimethyl-3-((3-(trifluoromethoxy)piperidin-1-yl)carbonyl)-1,5-dihydro-4H-pyrrolo[3,2-c]pyridin-4-one